CNC(=O)C1CC(C1)C1=NN=NN1 N-methyl-3-(1H-tetrazol-5-yl)cyclobutane-1-carboxamide